Benzyl 4-(4-(4-methoxyphenyl) piperazin-1-yl)-3-(piperidin-1-yl)butanoate COC1=CC=C(C=C1)N1CCN(CC1)CC(CC(=O)OCC1=CC=CC=C1)N1CCCCC1